(3R)-3-amino-5-[(4-chlorophenyl)methyl]-8-fluoro-7-(5-morpholino-1,2,4-oxadiazol-3-yl)-1,1-dioxo-2,3-dihydro-1λ6,5-benzothiazepin-4-one N[C@H]1CS(C2=C(N(C1=O)CC1=CC=C(C=C1)Cl)C=C(C(=C2)F)C2=NOC(=N2)N2CCOCC2)(=O)=O